(E)-2,6-di(3-methyl-2-buten-1-yl)-3,3',5,5'-tetrahydroxystilbene CC(=CCC1=C(C(=C(C=C1O)O)CC=C(C)C)\C=C\C1=CC(=CC(=C1)O)O)C